COC1(CN(C1)C=1SC(=C(N1)C(=O)OCC)CC(F)(F)F)C ethyl 2-(3-methoxy-3-methylazetidin-1-yl)-5-(2,2,2-trifluoroethyl)thiazole-4-carboxylate